N-(5-(benzyloxy)-3,4,6-trimethylpyridin-2-yl)-5-chloro-1H-indole-2-carboxamide C(C1=CC=CC=C1)OC=1C(=C(C(=NC1C)NC(=O)C=1NC2=CC=C(C=C2C1)Cl)C)C